(4-hydroxy-1-methyl-7-phenoxyisoquinolin-3-yl)(morpholinyl)methanone OC1=C(N=C(C2=CC(=CC=C12)OC1=CC=CC=C1)C)C(=O)N1CCOCC1